3-amino-N-((1s,3R)-3-hydroxy-1-methylcyclobutyl)-6-(2-(methyl-d3)-5-((S)-1,1,1-trifluoro-2,3-dihydroxypropan-2-yl)phenyl)pyrazine-2-carboxamide NC=1C(=NC(=CN1)C1=C(C=CC(=C1)[C@@](C(F)(F)F)(CO)O)C([2H])([2H])[2H])C(=O)NC1(CC(C1)O)C